3-isopropyl-1-methyl-1-(7-(6-((4-methylpentyl)oxy)pyridin-3-yl)quinoxalin-2-yl)urea C(C)(C)NC(N(C1=NC2=CC(=CC=C2N=C1)C=1C=NC(=CC1)OCCCC(C)C)C)=O